3-(3,4-methylendioxy-phenyl)-2-methylpropan-1-al C1OC=2C=C(C=CC2O1)CC(C=O)C